O1-benzyl O4-[9-(1-octylnonoxy)-9-oxo-nonyl] benzene-1,4-dicarboxylate C1(=CC=C(C=C1)C(=O)OCCCCCCCCC(=O)OC(CCCCCCCC)CCCCCCCC)C(=O)OCC1=CC=CC=C1